COC[C@@H]1C[C@H](CC1)C1=NC2=CC=C(C=C2C=C1)C=O 2-((1S,3s)-3-(methoxymethyl)cyclopentyl)quinoline-6-carbaldehyde